FC1([C@H](N(C[C@H]1NS(=O)(=O)C)C(=O)OC(C)(C)C)CO)F tert-butyl (2R,4R)-3,3-difluoro-2-(hydroxymethyl)-4-[(methanesulfonyl)amino]pyrrolidine-1-carboxylate